ClC1=C(C=C(C=C1)C(NC)=O)C=1C=C2C(=NN(C2=CC1)C(C1=CC=CC=C1)(C1=CC=CC=C1)C1=CC=CC=C1)NC(=O)[C@H]1CN(CC1)C(=O)OC(C)(C)C tert-Butyl (3R)-3-({5-[2-chloro-5-(methylcarbamoyl)phenyl]-1-trityl-1H-indazol-3-yl}carbamoyl)pyrrolidine-1-carboxylate